O=C1NC(CCC1N1C(C2=CC=C(C=C2C1=O)NCCCOC1=CC=C(C=C1)C(C)(C)C1=CC=C(OCC2=NC(=NC=C2)C(=O)NC)C=C1)=O)=O 4-((4-(2-(4-(3-((2-(2,6-dioxopiperidin-3-yl)-1,3-dioxoisoindoline-5-yl)amino)propoxy)phenyl)propan-2-yl)phenoxy)methyl)-N-methylpyrimidine-2-carboxamide